[O].[Mg] magnesium oxygen